NCCC=1C(=C(C(=O)N)C=CC1)C1=C2CN(CC2=CC=C1)C#N (2-aminoethyl)-2-(2-cyanoisoindolin-4-yl)benzamide